tert-butyl 3-(4-methoxy-3,3-dimethyl-but-1-ynyl)azetidine-1-carboxylate COCC(C#CC1CN(C1)C(=O)OC(C)(C)C)(C)C